niobium titanium molybdenum [Mo].[Ti].[Nb]